ClC1=C(C=C(OCC(=O)N[C@H]2CC[C@@H](NC2)C(=O)NC2=C(C=CC(=C2)C(F)(F)F)F)C=C1)F (2r,5s)-5-[2-(4-chloro-3-fluorophenoxy)acetamido]-N-[2-fluoro-5-(trifluoromethyl)phenyl]piperidine-2-carboxamide